9-(Difluoro-methyl)-7-fluoro-8-(6-fluoro-1-methyl-1H-indol-4-yl)-1,4,4-trimethyl-5H-[1,2,4]triazolo[4,3-a]quinoxaline FC(C=1C(=C(C=C2NC(C=3N(C12)C(=NN3)C)(C)C)F)C3=C1C=CN(C1=CC(=C3)F)C)F